Bis((2-bromoethyl)amino)phosphinic acid 7-nitro-8-phenoxy-3,4-dihydro-2H-1-benzopyran-4-yl ester [N+](=O)([O-])C1=C(C2=C(C(CCO2)OP(=O)(NCCBr)NCCBr)C=C1)OC1=CC=CC=C1